C[C@@]12[C@H](CNC1)CN(C2)C(=O)OC(C)(C)C Tert-butyl trans-3a-methylhexahydropyrrolo[3,4-c]pyrrole-2(1H)-carboxylate